cis-pinene CC(C)C(=NNC1=C(C=C(C=C1)[N+](=O)[O-])[N+](=O)[O-])C(=O)OC